S1C(=NC2=C1C=CC=C2)NC2=C(C=C(N=N2)N(C=2SC(=C(N2)C(=O)O)CCCOC2=C(C=C(C=C2)C#CCN(C)C)F)C)C 2-((6-(benzo[d]thiazol-2-ylamino)-5-methylpyridazin-3-yl)(methyl)amino)-5-(3-(4-(3-(dimethylamino)prop-1-yn-1-yl)-2-fluorophenoxy)propyl)thiazole-4-carboxylic acid